O[C@H]1C[C@@H](O[C@@H]1CO)N1C=2N=C(NC(C2N=C1)=O)NCCCCCC(C(=O)O)\C=C\C.O=CC[C@H](O)[C@H](O)CO deoxyribose 5-{9-[(2R,4S,5R)-4-Hydroxy-5-(hydroxymethyl)tetrahydrofur-2-yl]-6-oxo-1,9-dihydropurin-2-ylamino}pentyl-(E)-3-pentenoate